3-(6,7-dihydro-5H-Pyrrolo[1,2-a]imidazol-2-yl)-4-((6-(2-hydroxypropan-2-yl)pyridin-3-yl)amino)-N-methylbenzenesulfonamide N1=C2N(C=C1C=1C=C(C=CC1NC=1C=NC(=CC1)C(C)(C)O)S(=O)(=O)NC)CCC2